(4-(1-adamantyl)-6-hydroxy-benzo[c][1,2]benzoxaborinin-2-yl)(2,4,4-trimethylpentyl)dimethylsilane C12(CC3CC(CC(C1)C3)C2)C2=CC(=CC=3C1=C(B(OC32)O)C=CC=C1)[Si](C)(C)CC(CC(C)(C)C)C